C(C)C1C(OC1)COCCC[Si](OCC)(OCC)OCC 3-ethyl-(triethoxysilylpropyloxymethyl)oxetane